C(C)(C)C1=NN(C(=C1)CN1C(N(C(C2=C1SC(=C2)S(=O)(=O)NC2(CC2)C)=O)CC2=CN=C(S2)C)=O)C 1-((3-isopropyl-1-methyl-1H-pyrazol-5-yl)methyl)-N-(1-methylcyclopropyl)-3-((2-methylthiazol-5-yl)methyl)-2,4-dioxo-1,2,3,4-tetrahydrothieno[2,3-d]pyrimidine-6-sulfonamide